C(C)(C)(C)OC(=O)N1[C@@H](C[C@H](C1)OCC1=CC=CC=C1)CF (2S,4R)-4-(benzyloxy)-2-(fluoromethyl)pyrrolidine-1-carboxylic acid tert-butyl ester